(R)-N-(1-(5-amino-2-methyl-3-(trifluoromethyl)phenyl)ethyl)-4-methyl-7-morpholinophthalazin-1-amine NC=1C=C(C(=C(C1)[C@@H](C)NC1=NN=C(C2=CC=C(C=C12)N1CCOCC1)C)C)C(F)(F)F